L-2-hydroxyisobutyric acid OC(C(=O)O)(C)C